(R)-2-(((tert-butyldimethylsilyl)oxy)methyl)-8-fluoro-2,3-dihydrobenzo[b][1,4]dioxin [Si](C)(C)(C(C)(C)C)OC[C@H]1COC2=C(O1)C(=CC=C2)F